COC(=O)C12CCC(CC1)(C2)NC(C2=C(C=C(C=C2)Br)N)=O 4-(2-amino-4-bromobenzoylamino)bicyclo[2.2.1]heptane-1-carboxylic acid methyl ester